OC1=C(C(=CC(=C1)CCC)O)C1=C2C(C(NC2=CC=C1)=O)(C)C 4-(2,6-Dihydroxy-4-propylphenyl)-3,3-dimethylindolin-2-one